CN1N=CC2=CC=CC(=C12)NS(=O)(=O)C=1C=NN(C1)C1=NC=CC(=C1)N1C[C@@H](CC1)C (R)-N-(1-METHYL-1H-INDAZOL-7-YL)-1-(4-(3-METHYLPYRROLIDIN-1-YL)PYRIDIN-2-YL)-1H-PYRAZOLE-4-SULFONAMIDE